COC1=CC=C(CN2N=C(C3=C2CNCC3)C3=C(C=CC=C3)[N+](=O)[O-])C=C1 1-(4-methoxybenzyl)-3-(2-nitrophenyl)-4,5,6,7-tetrahydro-1H-pyrazolo[3,4-c]pyridine